OCC1=C(C=C2N(CCN(C2=C1)C1=C2C=C(C(NC2=CC=C1)=O)C)C)C=1C=NN(C1)C 5-(7-(hydroxymethyl)-4-methyl-6-(1-methyl-1H-pyrazol-4-yl)-3,4-dihydroquinoxalin-1(2H)-yl)-3-methylquinolin-2(1H)-one